(R)-N-(5-cyclopropyl-1H-pyrazol-3-yl)-2-(1-(4-methoxypyridin-2-yl)-1H-pyrazol-4-yl)propanamide C1(CC1)C1=CC(=NN1)NC([C@H](C)C=1C=NN(C1)C1=NC=CC(=C1)OC)=O